N1=NC(=CC2=C1C1=C(CCC2)C=CC=C1)N1N=C(N=C1NC1=CC=CC2=C1CCC(CC2)N2CCCC2)N 1-(6,7-dihydro-5H-benzo[6,7]cyclohepta[1,2-c]pyridazin-3-yl)-N5-(7-(pyrrolidin-1-yl)-6,7,8,9-tetrahydro-5H-benzo[7]annulene-1-yl)-1H-1,2,4-triazole-3,5-diamine